3-(1-Oxo-5-(6-oxopiperidin-2-yl)isoindolin-2-yl)piperidine-2,6-dione O=C1N(CC2=CC(=CC=C12)C1NC(CCC1)=O)C1C(NC(CC1)=O)=O